BrC=1C=C(C(=NC1)N1CCC(CC1)N1CCN(CC1)C(=O)OC(C)(C)C)F Tert-butyl 4-(1-(5-bromo-3-fluoropyridin-2-yl)piperidin-4-yl)piperazine-1-carboxylate